C(C)(C)(C)OC(N[C@H](COC1=NC(=CC(=C1)[N+](=O)[O-])C)C)=O (S)-(1-((6-methyl-4-nitropyridin-2-yl)oxy)propan-2-yl)carbamic acid tert-butyl ester